C(C)(=O)N1CC=2N(N=C(C2C1)C1=NC(=NC=C1F)N1CCN(CC1)C(=O)N1N=CC[C@H]1C=1C=C(C#N)C=C(C1)F)C (S)-3-(1-(4-(4-(5-acetyl-1-methyl-1,4,5,6-tetrahydropyrrolo[3,4-c]pyrazol-3-yl)-5-fluoropyrimidin-2-yl)piperazine-1-carbonyl)-4,5-dihydro-1H-pyrazol-5-yl)-5-fluorobenzonitrile